(2S,5r)-6-hydroxy-N-[2-(methylsulfonyl)-ethyl]-3-methyl-7-oxo-1,6-diazabicyclo[3.2.1]oct-3-ene-2-carboxamide ON1[C@@H]2C=C([C@H](N(C1=O)C2)C(=O)NCCS(=O)(=O)C)C